1'-((5-(aminomethyl)-1-(3-(methylsulfonyl)propyl)-1H-benzo[d]imidazol-2-yl)methyl)spiro[cyclopropane-1,3'-pyrrolo[2,3-c]pyridine]-2'(1'H)-one NCC1=CC2=C(N(C(=N2)CN2C(C3(C=4C2=CN=CC4)CC3)=O)CCCS(=O)(=O)C)C=C1